FC=1C=CC2=C([C@H](CC3=NC=CC=C3O2)CNC)C1 |o1:6| (S*)-(8-fluoro-10,11-dihydrobenzo[6,7]oxepino[3,2-b]pyridin-10-yl)-N-methylmethanamine